C(=O)(C=C)N1C=NCC1 acryl-imidazoline